OC1N(C(C2=CC=C(C=C12)NC)=O)C1C(NC(CC1)=O)=O 3-[3-hydroxy-5-(methylamino)-1-oxo-2,3-dihydro-1H-isoindol-2-yl]piperidine-2,6-dione